[Cl-].C(C)N(C)[Hf+](N(CC)C)N(CC)C tris(ethyl-(methyl)amino)hafnium (IV) chloride